(R)-7-methoxy-4-(3-methoxy-5-((tetrahydrofuran-3-yl)oxy)phenoxy)quinoline-6-carboxamide COC1=C(C=C2C(=CC=NC2=C1)OC1=CC(=CC(=C1)O[C@H]1COCC1)OC)C(=O)N